(R)-2-(3-fluoro-2-methoxy-5-(1-methoxycyclopropyl)phenyl)-2-((R)-3-((5-(5,6,7,8-tetrahydro-1,8-naphthyridin-2-yl)pentyl)oxy)pyrrolidin-1-yl)acetic acid FC=1C(=C(C=C(C1)C1(CC1)OC)[C@H](C(=O)O)N1C[C@@H](CC1)OCCCCCC1=NC=2NCCCC2C=C1)OC